Platinum(II) {bis[(trifluoromethylpyrazolyl)pyridinyl]fluorene} FC(F)(F)C=1C(=NNC1)C=1C(=NC=CC1)C1=C(C=2CC3=CC=CC=C3C2C=C1)C1=NC=CC=C1C1=NNC=C1C(F)(F)F.[Pt+2]